N-hydroxy-6-methoxy-2,2-dimethylhexanamide ONC(C(CCCCOC)(C)C)=O